C1([C@@H](O)[C@H](O)[C@@H]([C@@H](O)C)O1)=O (L)-fucono-1,4-lactone